C(C1=CC=CC=C1)OC(=O)N1C(CCC1)CC(C(=O)O)(C1=CC=C(C=C1)C)C1=CC=CC=C1 3-(1-((benzyloxy)carbonyl)pyrrolidin-2-yl)-2-phenyl-2-(p-tolyl)propionic acid